C1(=CC=CC=C1)C(=C(O)O)CCCCCC phenyl-octenediol